N-[(1R)-1-{5-[(1R)-2,2-difluorocyclopropane-1-carbonyl]-5,6,7,8-tetrahydro-1,5-naphthyridin-2-yl}ethyl]-4-fluorobenzamide FC1([C@H](C1)C(=O)N1C=2C=CC(=NC2CCC1)[C@@H](C)NC(C1=CC=C(C=C1)F)=O)F